1-(3-(methoxymethyl)piperidine-4-yl)-1-phenylpentanone COCC1CNCCC1C(C(CCC)=O)C1=CC=CC=C1